ClC1=C(C=CC(=C1)F)S(=O)(=O)NC=1C=C2C(N(C(C2=CC1)=O)C1C(NC(CC1)=O)=O)=O 2-chloro-N-(2-(2,6-dioxopiperidin-3-yl)-1,3-dioxoisoindolin-5-yl)-4-fluorobenzene-sulfonamide